2-(4-(1-ethylpiperidin-4-yloxy)phenylamino)thiophen C(C)N1CCC(CC1)OC1=CC=C(C=C1)NC=1SC=CC1